C(O)([O-])=O.[Co+3].C(O)([O-])=O.C(O)([O-])=O Cobalt(III) Hydrogen Carbonate